3-hydrazino-6-methyl-1H-pyrido[2,3-b]Pyrazin-2-one N(N)C=1C(NC2=C(N1)N=C(C=C2)C)=O